The molecule is a carotenoid that is 6,7'-didehydro-5,5',6,8-tetrahydro-5,8-epoxy-beta,beta-carotene substituted by acetyloxy group at position 3' and hydroxy groups at positions 3 and 5' respectively. Isolated from the fresh water red tide Peridinium bipes, it has been found to inhibit proliferation of human malignant tumor cells, such as GOTO, OST and HeLa cells. It has a role as a metabolite and an antineoplastic agent. It is a carotenoid, an acetate ester, a cyclic ether, a secondary alcohol, a tertiary alcohol and a member of allenes. C/C(=C\\C=C\\C=C(/C)\\C=C\\C=C(/C)\\[C@H]1C=C2[C@](O1)(C[C@H](CC2(C)C)O)C)/C=C/C=C(\\C)/C=C=C3[C@](C[C@H](CC3(C)C)OC(=O)C)(C)O